tert-butyl N-(4-amino-5-benzoyl-thiazol-2-yl)-N-(3-pyridyl)carbamate NC=1N=C(SC1C(C1=CC=CC=C1)=O)N(C(OC(C)(C)C)=O)C=1C=NC=CC1